2-(3,4-Dimethoxyphenyl)-3-ethyl-5-(1-(3,3,3-trifluoro-2-methylpropyl)piperidin-4-yl)-1H-indole COC=1C=C(C=CC1OC)C=1NC2=CC=C(C=C2C1CC)C1CCN(CC1)CC(C(F)(F)F)C